(S)-14-((((9H-fluoren-9-yl)methoxy)carbonyl)amino)-1-hydroxy-13-oxo-3,6,9,12-tetraoxaheptadecan-17-oic acid C1=CC=CC=2C3=CC=CC=C3C(C12)COC(=O)N[C@H](C(OCCOCCOCCOCCO)=O)CCC(=O)O